OC1=C(C=C(C=C1)C1(C2=CC=CC=C2C=2C=CC=CC12)C1=CC(=C(C=C1)O)Br)Br 9,9-bis(4-hydroxy-3-bromophenyl)fluorene